tert-butyl (3R)-3-[2-(p-tolylsulfonyloxy)ethyl]pyrrolidine-1-carboxylate C1(=CC=C(C=C1)S(=O)(=O)OCC[C@@H]1CN(CC1)C(=O)OC(C)(C)C)C